FC1=C(C(=O)N[C@@H](C)C2=CC=C(C=C2)NC(OCC2=CC=C(C=C2)Cl)=O)C(=CN=C1)F 4-chlorobenzyl (S)-(4-(1-(3,5-difluoroisonicotinamido)eth-yl)phenyl)carbamate